tri-tert-butyl (3S,10S,14S)-1-[(1r,4S)-4-(aminomethyl)cyclohexyl]-3-[(3,4-dimethoxyphenyl)methyl]-1,4,12-trioxo-2,5,11,13-tetraazahexadecane-10,14,16-tricarboxylate NCC1CCC(CC1)C(N[C@H](C(NCCCC[C@H](NC(N[C@@H](CCC(=O)OC(C)(C)C)C(=O)OC(C)(C)C)=O)C(=O)OC(C)(C)C)=O)CC1=CC(=C(C=C1)OC)OC)=O